amino-3-hydroxy-3-methylbutanoic acid NC(C(=O)O)C(C)(C)O